N-(6-bromopyridin-2-yl)methanesulfonamide BrC1=CC=CC(=N1)NS(=O)(=O)C